C(C)(C)(C)OC(=O)N1C[C@@H]([C@H](C1)F)NC1=NC(=CC=C1)C1=CN=C2N1N=C(C=C2)C2CC2 (3S,4S)-3-((6-(6-cyclopropylimidazo[1,2-b]pyridazin-3-yl)pyridin-2-yl)amino)-4-fluoropyrrolidine-1-carboxylic acid tert-butyl ester